C(CCCCCCC)=NO octanal oxime